((2,6-dimethyl-pyrimidin-4-yl)amino)-N-ethoxy-4-((5-fluoro-2-methoxy-3-(5-methyl-pyrazin-2-yl)phenyl)amino)nicotinamide CC1=NC(=CC(=N1)NC1=C(C(=O)NOCC)C(=CC=N1)NC1=C(C(=CC(=C1)F)C1=NC=C(N=C1)C)OC)C